2-Phenethylbenzoic acid C(CC1=CC=CC=C1)C1=C(C(=O)O)C=CC=C1